CO[C@@H]1CC[C@H](OC1)CO ((2S,5R)-5-Methoxytetrahydro-2H-pyran-2-yl)methanol